2-benzyl-l-2-(dimethylamino)-4'-morpholinobutyrophenone C(C1=CC=CC=C1)C(C(=O)C1=CC=C(C=C1)N1CCOCC1)(CC)N(C)C